[Na].[Li] Lithium-sodium